ClC1=CC=C(C=C1)[C@@H](NC(=O)N1CC(NCC1)=O)[C@@H]1CC[C@H](CC1)C(F)(F)F |o1:7| N-((S or R)-(4-chlorophenyl)(trans-4-(trifluoromethyl)-cyclohexyl)methyl)-3-oxopiperazine-1-carboxamide